FC=1C(=C(C=CC1F)[C@H]1[C@@H](O[C@@]2(CC[C@]12C)C(F)(F)F)C(=O)NC=1C=NC(=CC1)C1OC(OC1)(C)C)OC |o1:8,9,11,14| rel-(1R,3R,4S,5R)-4-(3,4-difluoro-2-methoxyphenyl)-N-(6-(2,2-dimethyl-1,3-dioxolan-4-yl)pyridin-3-yl)-5-methyl-1-trifluoromethyl-2-oxabicyclo[3.2.0]heptane-3-carboxamide